COC1=CC2=C(C3=C(C(OC3)=O)C(=C2C=C1OC)OC)C=1C=NC(=CC1)N(C)CCOC 6,7,9-trimethoxy-4-(6-((2-methoxyethyl)(methyl)amino)pyridin-3-yl)naphtho[2,3-c]furan-1(3H)-one